4-(6-chloro-3-(2-methyl-6-oxo-1,6-dihydropyridin-3-yl)-4-oxo-3,4-dihydroquinazolin-1(2H)-yl)-3-methylbenzonitrile ClC=1C=C2C(N(CN(C2=CC1)C1=C(C=C(C#N)C=C1)C)C1=C(NC(C=C1)=O)C)=O